FS(C1=CC=C(C=C1)O)(F)(F)(F)F 4-(pentafluoro-λ6-Sulfanyl)phenol